C(C)(C)(C1=CC(=C(C=C1)O)C)C1=CC(=C(C=C1)O)C 4,4'-isopropylidenebis(2-methylphenol)